tert-butyl 4,4-difluoro-3-(7-(2-propoxyphenyl)benzofuran-2-carboxamido)piperidine-1-carboxylate FC1(C(CN(CC1)C(=O)OC(C)(C)C)NC(=O)C=1OC2=C(C1)C=CC=C2C2=C(C=CC=C2)OCCC)F